1-(2-((1R,3S,4S)-3-((6-methylpyridin-2-yl)carbamoyl)-2-azabicyclo[2.2.1]heptan-2-yl)-2-oxoethyl)-5-(6-methylpyridin-3-yl)-1H-indole-3-carboxamide CC1=CC=CC(=N1)NC(=O)[C@H]1N([C@@H]2CC[C@H]1C2)C(CN2C=C(C1=CC(=CC=C21)C=2C=NC(=CC2)C)C(=O)N)=O